methyl 5-fluoro-2-(4-methoxybenzyl)-1-(2-methylallyl)-3-oxoisoindoline-1-carboxylate FC=1C=C2C(N(C(C2=CC1)(C(=O)OC)CC(=C)C)CC1=CC=C(C=C1)OC)=O